Cl.Cl.CC=1N=C(C2=C(N1)C=CS2)N methylthieno[3,2-d]pyrimidin-4-amine dihydrochloride